FC1=CC=C2C=C(NC2=C1)C(=O)N(C)[C@@H]1COCC=2NC(C=3C=C(C=CC3C21)F)=O (S)-6-fluoro-N-(8-fluoro-6-oxo-1,4,5,6-tetrahydro-2H-pyrano[3,4-c]isoquinolin-1-yl)-N-methyl-1H-indole-2-carboxamide